4-(2,6-dimethoxy-4-propylphenyl)-1-ethyl-6-fluoro-5-methylindolin-2-one COC1=C(C(=CC(=C1)CCC)OC)C1=C2CC(N(C2=CC(=C1C)F)CC)=O